O=C1N(CC2=CC(=CC=C12)C#C[Si](C)(C)C)C1C(NC(CC1)=O)=O 3-[1-oxo-5-[2-(trimethylsilyl)ethynyl]-3H-isoindol-2-yl]piperidine-2,6-dione